C(#N)C1=CC(=C(COC2=CC=CC(=N2)N(C2CCN(CC2)CC2=NC3=C(N2C[C@H]2OCC2)C=C(C=C3)C(=O)O)C)C=C1)F (S)-2-((4-((6-((4-cyano-2-fluorobenzyl)oxy)pyridin-2-yl)(methyl)amino)piperidin-1-yl)methyl)-1-(oxetan-2-ylmethyl)-1H-benzo[d]imidazole-6-carboxylic acid